OC1NCC(N1CC1=CC(=CC=C1)OC)=O 2-hydroxy-3-[(3-methoxyphenyl)methyl]imidazolin-4-one